2,2'-(imidazo[1,5-a]pyridine-1,3-diyl)diphenol C=1(N=C(N2C1C=CC=C2)C2=C(C=CC=C2)O)C2=C(C=CC=C2)O